4-(cyclopropylsulfanylmethyl)piperidine trifluoroacetate FC(C(=O)O)(F)F.C1(CC1)SCC1CCNCC1